methyl 4-[[(3R)-1-[7-[tert-butoxycarbonyl(ethyl)amino]-5-fluoro-3-methyl-2-OXO-indolin-3-yl]-3-piperidyl]oxy]-2-chloro-benzoate C(C)(C)(C)OC(=O)N(C=1C=C(C=C2C(C(NC12)=O)(C)N1C[C@@H](CCC1)OC1=CC(=C(C(=O)OC)C=C1)Cl)F)CC